Bis(2-(acryloyloxy) ethyl) adipate C(CCCCC(=O)OCCOC(C=C)=O)(=O)OCCOC(C=C)=O